rac-2-(5-(piperidin-1-ylmethyl)-5,6-dihydro-1,4,2-dioxazin-3-yl)-N-(pyridin-3-ylmethyl)ethan-1-amine N1(CCCCC1)C[C@H]1OC(=NOC1)CCNCC=1C=NC=CC1 |r|